ethyl 2-(3-hydroxyisoxazol-5-yl)-3-methylbutanoate OC1=NOC(=C1)C(C(=O)OCC)C(C)C